2-methyl-4-oxo-quinazoline CC1=NC2=CC=CC=C2C(N1)=O